ethyl 2-[3-[(1S)-1-[9-[(4,6-difluoro-1H-indol-5-yl)oxy]-5,6-dihydroimidazo[2,1-a]isoquinolin-3-yl]ethyl]-2-fluorophenyl]acetate FC1=C2C=CNC2=CC(=C1OC1=CC=C2CCN3C(C2=C1)=NC=C3[C@@H](C)C=3C(=C(C=CC3)CC(=O)OCC)F)F